FCS(=O)(=O)OCCOS(=O)(=O)CF ethylene glycol bis(fluoromethanesulfonate)